CC(C(CCCNC(OC(C)(C)C)=O)=O)C tert-butyl (5-methyl-4-oxohexyl)carbamate